3-(2-aminoethoxy)-5-(4-methylpiperazine-1-carbonyl)-N-(4-(pyridin-2-yl)thiazol-2-yl)benzamide NCCOC=1C=C(C(=O)NC=2SC=C(N2)C2=NC=CC=C2)C=C(C1)C(=O)N1CCN(CC1)C